(2S,3R,4R)-1-acetyl-2-cyclopropyl-4-((2,4-difluorophenyl)amino)-3-methyl-1,2,3,4-tetrahydroquinoline-6-carboxamide C(C)(=O)N1[C@H]([C@@H]([C@H](C2=CC(=CC=C12)C(=O)N)NC1=C(C=C(C=C1)F)F)C)C1CC1